C(C=C)(=O)NC1=CC=C(C(=O)NC=2C3=C(NN2)C(N(C3)C(=O)N[C@H](CN(C)C)C3=CC=CC=C3)(C)C)C=C1 (S)-3-(4-acrylamidobenzamido)-N-(2-(dimethylamino)-1-phenylethyl)-6,6-dimethyl-4,6-dihydropyrrolo[3,4-c]pyrazole-5(1H)-carboxamide